(2R,4R)-6-chloro-4-hydroxy-N-[3-(4-{(3R)-3-[(trifluoromethoxy)methyl]pyrrolidin-1-yl}-1H-pyrazol-1-yl)bicyclo[1.1.1]pentan-1-yl]-3,4-dihydro-2H-1-benzopyran-2-carboxamide ClC=1C=CC2=C([C@@H](C[C@@H](O2)C(=O)NC23CC(C2)(C3)N3N=CC(=C3)N3C[C@@H](CC3)COC(F)(F)F)O)C1